1-(9Z-tetradecenoyl)-2-docosanoyl-glycero-3-phosphoserine CCCCCCCCCCCCCCCCCCCCCC(=O)O[C@H](COC(=O)CCCCCCC/C=C\CCCC)COP(=O)(O)OC[C@@H](C(=O)O)N